2,5-dimercapto-1,3,4-thiadiazole sodium [Na].SC=1SC(=NN1)S